FC(C=1C(=C(C=CC1)[C@@H](C)NC(=O)C1=CC2=C(N=CN=C2N2CC(N(CC2)C)=O)N1C)F)F (R)-N-(1-(3-(difluoromethyl)-2-fluorophenyl)ethyl)-7-methyl-4-(4-methyl-3-oxopiperazin-1-yl)-7H-pyrrolo[2,3-d]pyrimidine-6-carboxamide